tert-butyl 1-[2-[4-(3,4-dichloro-2-fluoro-anilino)-6-nitro-quinazolin-7-yl] ethynyl]-3-azabicyclo[3.1.0]hexane-3-carboxylate ClC=1C(=C(NC2=NC=NC3=CC(=C(C=C23)[N+](=O)[O-])C#CC23CN(CC3C2)C(=O)OC(C)(C)C)C=CC1Cl)F